CC1=NC(=CC=C1)C The molecule is a member of the class of methylpyridines that is pyridine carrying methyl substituents at positions 2 and 6. It derives from a hydride of a pyridine.